N-(5-((6-((R)-3-benzylisoxazolidine-2-yl)pyrimidine-4-yl)amino)-2-((2-(dimethyl-amino)ethyl)(methyl)amino)-4-methoxyphenyl)acrylamide C(C1=CC=CC=C1)[C@H]1N(OCC1)C1=CC(=NC=N1)NC=1C(=CC(=C(C1)NC(C=C)=O)N(C)CCN(C)C)OC